N1=CC=CC2=CC=CC(=C12)NS(=O)(=O)C1=CC2=CC=CC=C2C=C1 N-(quinolin-8-yl)naphthalene-2-sulfonamide